C(C)C1C(C(N(C2=CC=CC=C12)C)=O)C(=O)OCC ethyl 4-ethyl-1-methyl-2-oxo-1,2,3,4-tetrahydroquinoline-3-carboxylate